7-(5-methyl-3,4,5,6-tetrahydropyridin-2-yl)-3,4-dihydro-2H-Benzo[b][1,4]Oxazine CC1CCC(=NC1)C=1C=CC2=C(OCCN2)C1